2-(7,8-difluoro-3-quinolyl)-6,6-dimethyl-4-(2-pyridylmethyl)-4,5-dihydro-1,3-thiazine FC1=CC=C2C=C(C=NC2=C1F)C=1SC(CC(N1)CC1=NC=CC=C1)(C)C